1-(1-(2-(4-chloro-3-methoxyphenyl)acetyl)piperidin-4-yl)-7-(trifluoromethyl)-1,3-dihydro-2H-benzo[d]imidazol-2-one ClC1=C(C=C(C=C1)CC(=O)N1CCC(CC1)N1C(NC2=C1C(=CC=C2)C(F)(F)F)=O)OC